P(=O)(OCCCC)(OC1=CC=CC=C1)OC1=CC=CC=C1 Butyl diphenyl phosphate